1-(piperidin-4-ylmethyl)piperidine N1CCC(CC1)CN1CCCCC1